FC1=CC=C(C=C1)/C=C/C(=O)N1CCN(CC1)C(CC1=C(NC2=CC=CC=C12)C1=CC=CC=C1)=O (E)-3-(4-fluorophenyl)-1-(4-(2-(2-phenyl-1H-indol-3-yl)acetyl)piperazin-1-yl)prop-2-en-1-one